5-((10-ethynyl-anthracene-9-yl)ethynyl)-1H-indole C(#C)C1=C2C=CC=CC2=C(C2=CC=CC=C12)C#CC=1C=C2C=CNC2=CC1